N-(4-chloro-2-fluoro-phenyl)-6-[[3-fluoro-2-(methylsulfamoylamino)-4-pyridinyl]methyl]pyrazin-2-amine ClC1=CC(=C(C=C1)NC1=NC(=CN=C1)CC1=C(C(=NC=C1)NS(NC)(=O)=O)F)F